(1-adamantylmethyl)-4-iodo-pyrazole C12(CC3CC(CC(C1)C3)C2)CC2=NNC=C2I